methyl 5-(5-methylbenzo[d]isoxazol-3-yl)-4-oxo-4,5-dihydrothieno[3,2-c]pyridine-7-carboxylate CC=1C=CC2=C(C(=NO2)N2C(C3=C(C(=C2)C(=O)OC)SC=C3)=O)C1